N1=C(C=NC=C1)C=1C=C(C=CC1)CCN 2-(3-pyrazin-2-yl-phenyl)-ethylamine